NC=1C2=C(N=CN1)N(C=C2C2=CC=C(C=C2)C(C2=CC=CC=C2)=O)[C@H]2CN(CC2)C(C#CC)=O (R)-1-(3-(4-amino-5-(4-benzoylphenyl)-7H-pyrrolo[2,3-d]pyrimidin-7-yl)pyrrolidin-1-yl)2-butyn-1-one